BrC1=C2C(N(C(C2=CC=C1CNC(=O)C1=CC2=C(O1)C(C1=CC=CC=C1C2=O)=O)=O)C2C(NC(CC2)=O)=O)=O N-((4-Bromo-2-(2,6-dioxopiperidin-3-yl)-1,3-dioxoisoindoline-5-yl)methyl)-4,9-Dioxo-4,9-dihydronaphtho[2,3-b]furan-2-carboxamide